nona-2,6-dien CC=CCCC=CCC